C1(CC1)N(S(=O)(=O)C)C#CC1=CC=CC=C1 N-cyclopropyl-N-(phenylethynyl)methanesulfonamide